C(C)(C)(C)N1CCN(CC1)C=1C=C(C=CC1)C1=NC=CC(=C1OC)C1=CC(=C(C=C1)N1C(N(C=C1)C)=O)Cl 1-(4-(2-(3-(4-(tert-butyl)piperazin-1-yl)phenyl)-3-methoxypyridin-4-yl)-2-chlorophenyl)-3-methyl-1,3-dihydro-2H-imidazol-2-one